ClC1=CC=C(C(=N1)F)OC1(CC1)C#N 1-[(6-chloro-2-fluoro-3-pyridyl)oxy]cyclopropanecarbonitrile